FC=1C=C(C(=O)NCC23CCC(CC2)(CC3)C(=O)O)C=C(C1OCC1=CC=C(C=C1)OC)F 4-({3,5-difluoro-4-[(4-methoxyphenyl)methoxy]benzamido}methyl)bicyclo[2.2.2]octane-1-carboxylic acid